N1N=C(C=C1)C=1C=C(OC2=NC=C(C=C2F)Cl)C=CC1 2-(3-(1H-pyrazol-3-yl)phenoxy)-5-chloro-3-fluoropyridine